CCCCCCCCCCCCC(=O)O[C@H](COC(=O)CCCCCCC/C=C\CCCCC)COP(=O)(O)OC[C@H](CO)O 1-(9Z-pentadecenoyl)-2-tridecanoyl-glycero-3-phospho-(1'-sn-glycerol)